propyl-dimethyl-hydroxypropyl-ammonium C(CC)[N+](CCCO)(C)C